(S)-N-(7-((3-methoxy-1-methylazetidin-3-yl)ethynyl)-5-methyl-4-oxo-2,3,4,5-tetrahydrobenzo[b][1,4]oxazepin-3-yl)-4-phenoxypyridineamide COC1(CN(C1)C)C#CC1=CC2=C(OC[C@@H](C(N2C)=O)NC(=O)C2=NC=CC(=C2)OC2=CC=CC=C2)C=C1